C1(CC1)CN1N=CC=C1CO (1-(cyclopropylmethyl)-1H-pyrazol-5-yl)methanol